ClC1=NC=C(C(=N1)C1=NC=CC2=CC=CC=C12)Cl (2,5-dichloropyrimidin-4-yl)isoquinoline